C(#N)C1=C(C=C(C2=C1CCO2)C=2SC=C(N2)C(C)C)NCC(C(=O)O)=C 2-(((4-Cyano-7-(4-isopropylthiazol-2-yl)-2,3-dihydrobenzofuran-5-yl)amino)methyl)acrylic acid